(S)-1,1-difluoro-N-(2-(1-(2-fluorophenyl)ethoxy)-4-(4,4,5,5-tetramethyl-1,3,2-dioxaborolan-2-yl)phenyl)methanesulfonamide FC(S(=O)(=O)NC1=C(C=C(C=C1)B1OC(C(O1)(C)C)(C)C)O[C@@H](C)C1=C(C=CC=C1)F)F